1H-pyrido[f]indazol N1N=CC2=CC3=C(C=C12)C=CC=N3